4,4-dimethyl-5,6-dihydrobenzo[b]Thiophene CC1(CCC=C2SCC=C21)C